tris(pentafluorophenyl)phosphonium tetrakis(pentafluorophenyl)borate FC1=C(C(=C(C(=C1[B-](C1=C(C(=C(C(=C1F)F)F)F)F)(C1=C(C(=C(C(=C1F)F)F)F)F)C1=C(C(=C(C(=C1F)F)F)F)F)F)F)F)F.FC1=C(C(=C(C(=C1[PH+](C1=C(C(=C(C(=C1F)F)F)F)F)C1=C(C(=C(C(=C1F)F)F)F)F)F)F)F)F